B(OC)(OC)OC1=CC=C(C=C1)CBr dimethyl (4-(bromomethyl) phenyl) borate